SCCC(=O)NNC(=O)OC(C)(C)C tert-butyl 2-(3-mercaptopropanoyl)hydrazine-1-carboxylate